NC=1C=2N(C=CN1)C(=NC2C2=C(C=C(C=C2)C(NC2=NC=CC(=C2)C(F)(F)F)=O)OC)C21C3C4C5C(C24)C1C53 4-(8-Amino-1-(2-methoxy-4-((4-(trifluoromethyl)pyridin-2-yl)carbamoyl)phenyl)imidazo[1,5-a]pyrazin-3-yl)cuban